C1(CC1)C=1N=NN(C1)[C@H](C(=O)N1[C@@H](C[C@H](C1)O)C(=O)NCC1=C(C=CC=C1OC(F)(F)F)OC)C(C)(C)C (2S,4r)-1-[(2S)-2-(4-cyclopropyl-triazol-1-yl)-3,3-dimethyl-butyryl]-4-hydroxy-N-[[2-methoxy-6-(trifluoromethoxy)phenyl]methyl]pyrrolidine-2-carboxamide